R-3-methyl-2-butylamine CC([C@@H](C)N)C